2-(dimethylamino)-N-methyl-N-(2-oxo-2-((6-(trifluoromethoxy)benzo[d]thiazol-2-yl)amino)ethyl)acetamide CN(CC(=O)N(CC(NC=1SC2=C(N1)C=CC(=C2)OC(F)(F)F)=O)C)C